ClC1=CC=C(C=C1)C1(N(C(C2=CC(=CC(=C12)F)C(=O)C=1N=CN(C1)C)=O)CC1=NC=C(C=N1)C#N)O[C@@H]1C[C@H](CC1)O 2-((1-(4-Chlorophenyl)-7-fluoro-1-((trans-3-hydroxycyclopentyl)oxy)-5-(1-methyl-1H-imidazole-4-carbonyl)-3-oxoisoindolin-2-yl)methyl)pyrimidine-5-carbonitrile